2-methyl-6-(3'-(piperidin-4-ylmethoxy)-[1,1'-biphenyl]-4-yl)-1H-benzo[d]imidazole-4-carboxylic acid CC1=NC2=C(N1)C=C(C=C2C(=O)O)C2=CC=C(C=C2)C2=CC(=CC=C2)OCC2CCNCC2